COC1=CC=C(CN(C2=NC(=CC=3C2=NN(N3)CC3=NC(=CC=C3)C)C3=C(C#N)C=CC=C3)CC3=CC=C(C=C3)OC)C=C1 (4-(bis(4-methoxybenzyl)amino)-2-((6-methylpyridin-2-yl)methyl)-2H-[1,2,3]triazolo[4,5-c]pyridin-6-yl)benzonitrile